4,7-dichloro-6-fluoro-1-(2-isopropyl-4-methoxypyridin-3-yl)pyrido[2,3-d]pyrimidin ClC=1C2=C(N(CN1)C=1C(=NC=CC1OC)C(C)C)N=C(C(=C2)F)Cl